tetramethylol(pentaerythritol) C(O)C(C(C(O)CO)(C(O)CO)C(O)CO)O